CN1N=CC(=C1)CC(=O)NC1=NC=CC(=C1)C1=C(C2=NC=CC=C2N1)C1=NC=CC=C1 2-(1-methylpyrazol-4-yl)-N-[4-[3-(2-pyridyl)-1H-pyrrolo[3,2-b]pyridin-2-yl]-2-pyridyl]acetamide